5-bromo-6-(2-chloro-5-fluorophenyl)-2-(dimethylamino)-6-hydroxy-3-[(4-methoxyphenyl)methyl]-7,8-dihydro-6H-imidazo[5,4-e]isoindol-8-one BrC=1C=C2C(=C3C(NC(C13)(O)C1=C(C=CC(=C1)F)Cl)=O)N=C(N2CC2=CC=C(C=C2)OC)N(C)C